CC(N(C)C1=C(C=CC=C1)C#N)C(=O)O Methyl-N-(2-cyanophenyl)-N-methylglycine